4-(5-bromothiazol-2-yl)-3-methyl-aniline BrC1=CN=C(S1)C1=C(C=C(N)C=C1)C